FC1(CC(N(C1)C1=C(C(=NC=N1)NCC1C(CN(CC1)CC(=O)N)(F)F)F)C1=C(C=C(C=C1)C(F)(F)F)F)F 2-(4-(((6-(4,4-difluoro-2-(2-fluoro-4-(trifluoromethyl)phenyl)pyrrolidin-1-yl)-5-fluoropyrimidin-4-yl)amino)methyl)-3,3-difluoropiperidin-1-yl)acetamide